Carbamoyl-methylglycine C(N)(=O)N(CC(=O)O)C